O=C1NC(CCC1N1CC2=CC=C(C=C2C1=O)OC(N(C1=C(C=CC(=C1)C(C)(C)C)F)C)=O)=O (2-(2,6-dioxopiperidin-3-yl)-3-oxoisoindolin-5-yl)methyl(5-(tert-butyl)-2-fluorophenyl)carbamate